F[C@H]1C[C@H](N2N=C(N=C21)C(=O)C2COCC2)C2=CC=CC=C2 |r| [rac-(5S,7S)-7-fluoro-5-phenyl-6,7-dihydro-5H-pyrrolo[1,2-b][1,2,4]triazol-2-yl]-tetrahydrofuran-3-yl-methanone